6,7-dimethoxycoumarone COC1=CC=C2C=COC2=C1OC